tert-butyl N-[3-(1H-tetrazol-5-yl)-1-bicyclo[1.1.1]pentanyl]carbamate N1N=NN=C1C12CC(C1)(C2)NC(OC(C)(C)C)=O